Cl.N1CCC(CC1)OC1=CC=C2C=CN=CC2=C1 7-(piperidin-4-yloxy)isoquinoline hydrochloride